S(=O)(=O)([O-])CCO.[NH4+] Ammonium isethionat